N-(6-(1-methyl-1H-pyrazol-4-yl)isoquinolin-3-yl)-1-(2-(pyrrolidin-1-yl)acetyl)piperidine-4-carboxamide CN1N=CC(=C1)C=1C=C2C=C(N=CC2=CC1)NC(=O)C1CCN(CC1)C(CN1CCCC1)=O